5-(4-fluorophenoxy)-2-hydroxycyclohepta-2,4,6-trien-1-one FC1=CC=C(OC2=CC=C(C(C=C2)=O)O)C=C1